bis[2,5-dimethyl-3-(2-hydroxy-5-methylbenzyl)-4-hydroxyphenyl]methane CC1=C(C=C(C(=C1CC1=C(C=CC(=C1)C)O)O)C)CC1=C(C(=C(C(=C1)C)O)CC1=C(C=CC(=C1)C)O)C